C(CCCCCCC)C1CCCCC1CCCCCC 3-octyl-4-hexylcyclohexane